COC=1C=C2CCN(CC2=CC1NC1=NC2=CC(=CC=C2C=N1)NC1CC(CCC1)O)C (±)-3-({2-[(6-methoxy-2-methyl-1,2,3,4-tetrahydroisoquinolin-7-yl)amino]quinazolin-7-yl}-amino)cyclohexan-1-ol